C1(CCC1)CN1C(N(CC12CCC(CC2)(C2=CC=CC=C2)N(CCC)C)CC2=CC(=CC=C2)OC)=O 1-(cyclobutyl-methyl)-3-[(3-methoxyphenyl)-methyl]-8-(methyl-propyl-amino)-8-phenyl-1,3-diazaspiro[4.5]decan-2-one